NC1=NC=C(C=C1O[C@H](C)C=1C=C(C=CC1)NC(C1=NC(=CC=C1)C(F)(F)F)=O)Cl (R)-N-(3-(1-((2-Amino-5-chloropyridin-3-yl)oxy)ethyl)phenyl)-6-(trifluoromethyl)picolinamid